FC1=C(C=CC(=C1)F)C1=NN2C(NCC(C2)CNC)=C1C=1C=CC(N(N1)C1=C(C=CC=C1)C)=O (+)-6-{2-(2,4-difluorophenyl)-6-[(methylamino)methyl]-4,5,6,7-tetrahydropyrazolo[1,5-a]pyrimidin-3-yl}-2-(2-methylphenyl)pyridazin-3(2H)-one